ethyl 2-[(1Z)-3-ethoxy-1-[(6-fluoro-1H-indol-4-yl) amino]-3-oxoprop-1-en-2-yl]-4,5-dimethoxybenzoate C(C)OC(\C(=C/NC1=C2C=CNC2=CC(=C1)F)\C1=C(C(=O)OCC)C=C(C(=C1)OC)OC)=O